3-(5-fluoropyridin-3-yl)propan-1-amine FC=1C=C(C=NC1)CCCN